bis(trifluoromethylsulfonyl)maleimide [4-(6-benzyloxy-3,4-dihydronaphthalen-1-yl)phenyl]acetate C(C1=CC=CC=C1)OC=1C=C2CCC=C(C2=CC1)C1=CC=C(C=C1)CC(=O)O.FC(S(=O)(=O)C1=C(C(=O)NC1=O)S(=O)(=O)C(F)(F)F)(F)F